C(C)OC(=O)C=1SC(=CC1)S(N(C)C)(=O)=O.COC1=C(C=C(C=C1)OC)S(=O)(=O)NC1=CC=C(C=C1)NC1=NC(=NC=C1)N1CCCC1 2,5-dimethoxy-N-(4-((2-(pyrrolidin-1-yl)pyrimidin-4-yl)amino)phenyl)benzenesulfonamide ethyl-5-(dimethylsulfamoyl)thiophene-2-carboxylate